4-(4-amino-6-(4-(2-fluoroacrylamido)phenyl)pyrazolo[5,1-f][1,2,4]triazin-5-yl)-N-(3-fluorocyclobutyl)-2-methoxybenzamide NC1=NC=NN2C1=C(C(=N2)C2=CC=C(C=C2)NC(C(=C)F)=O)C2=CC(=C(C(=O)NC1CC(C1)F)C=C2)OC